F[C@H]1[C@H](C1)C(=O)NC1=NC=C2C=C(N3C(C2=C1)=CC=N3)C=3C=NC(=CC3C)[C@@H](CCC)O (1R,2R)-2-fluoro-N-(5-(6-((R)-1-hydroxybutyl)-4-methylpyridin-3-yl)pyrazolo[5,1-a][2,6]naphthyridin-9-yl)cyclopropane-1-carboxamide